2,4,6-triphenyl-bromobenzene C1(=CC=CC=C1)C1=C(C(=CC(=C1)C1=CC=CC=C1)C1=CC=CC=C1)Br